ClC1=CC=C(C(=N1)C(=O)O)N[C@H](C)C=1C=C(C=C2C(C(=C(OC12)C1CCC(CC1)(F)F)C)=O)C 6-Chloro-3-[[(1R)-1-[2-(4,4-difluorocyclohexyl)-3,6-dimethyl-4-oxo-chromen-8-yl]ethyl]-amino]pyridine-2-carboxylic acid